5-(5-(2-amino-[1,2,4]triazolo[1,5-a]pyridin-7-yl)-2-fluorophenoxy)-3,3-difluoro-2-(4-fluorophenyl)pentan-2-ol NC1=NN2C(C=C(C=C2)C=2C=CC(=C(OCCC(C(C)(O)C3=CC=C(C=C3)F)(F)F)C2)F)=N1